S(N)(=O)(=O)C1=CC=C(C=C1)N1C=CC=C1 4-sulfamoyl-phenyl-1H-pyrrole